CC(C(C#N)COCC(CCCC)=C)C 3-methyl-2-(((2-methylenehexyl)oxy)methyl)butyronitrile